ClC[C@]1([C@]([C@H](CC1)CC1=CC=C(C=C1)F)(O)CN1N=CN=C1)C (1S,2R,5R)-2-(chloromethyl)-5-(4-fluorobenzyl)-2-methyl-1-(1H-1,2,4-triazol-1-ylmethyl)cyclopentan-1-ol